trimethyl-sulfonium fluorine [F].C[S+](C)C